O1[C@@H](CC1)CN1C=NC2=C1C=CC(=C2)C#N 1-(((S)-oxetan-2-yl)methyl)-1H-benzo[d]imidazole-5-carbonitrile